C(C)(=O)O.C(C)(=O)O.CC(C(C)(C)C)=O pinacolone diacetate